5-chloro-N-(2,6-dioxopiperidin-3-yl)-2-(2-phenylacetamido)thiophene ClC1=CC=C(S1)N(C(CC1=CC=CC=C1)=O)C1C(NC(CC1)=O)=O